[Si](C)(C)(C(C)(C)C)OC[C@@H](C)OC=1C=C(C(=O)OC)C=C(C1)OC(F)(F)F methyl (R)-3-((1-((tert-butyldimethylsilyl)oxy)propan-2-yl)oxy)-5-(trifluoromethoxy)benzoate